The molecule is a 3-acyl-sn-glycerol that is the R-enantiomer of 1-monolinolein. It is a 1-monolinolein and a 3-acyl-sn-glycerol. It is an enantiomer of a 1-linoleoyl-sn-glycerol. CCCCC/C=C\\C/C=C\\CCCCCCCC(=O)OC[C@@H](CO)O